(5-(7-(2-(methoxymethyl)azetidin-1-yl)benzo[d]oxazol-2-yl)-8-(methylamino)-2,7-naphthyridin-3-yl)cyclopropanecarboxamide COCC1N(CC1)C1=CC=CC=2N=C(OC21)C2=C1C=C(N=CC1=C(N=C2)NC)C2(CC2)C(=O)N